[6-(1-fluorocyclopropyl)-2-(methoxymethyl)imidazo[2,1-b][1,3,4]thiadiazol-5-yl]methanol copper [Cu].FC1(CC1)C=1N=C2SC(=NN2C1CO)COC